1-(4-chlorophenyl)-N,N-dimethylmethylamine ClC1=CC=C(C=C1)CN(C)C